O[C@@H](C(=O)N1CC2(CC2)C[C@H]1C(=O)N[C@@H](C[C@H]1C(NCC1)=O)C(COC(F)(F)F)=O)C (S)-5-((R)-2-hydroxypropanoyl)-N-((S)-3-oxo-1-((S)-2-oxopyrrolidin-3-yl)-4-(trifluoromethoxy)butan-2-yl)-5-azaspiro[2.4]heptane-6-carboxamide